N,N-dimethyl-aminoethylacrylate CN(C)CCOC(C=C)=O